C(=C\C1=CC=CC=C1)/C1(NSC=C1)N (E)-3-styrylisothiazol-amine